C1(=CC=CC=C1)CCCCC1C2C=CC(C1)C2 5-(4-phenylbutyl)bicyclo[2.2.1]hept-2-ene